C(C)[Si](OC)(C)CC di(ethyl)-methyl-methoxysilane